Methyl ((2S)-1-((2S)-4-cyclobutyl-2-(((S)-1-(cyclopropylamino)-6,6-difluoro-1,2-dioxoheptan-3-yl)carbamoyl)pyrrolidin-1-yl)-3,3-dimethyl-1-oxobutan-2-yl)carbamate C1(CCC1)C1C[C@H](N(C1)C([C@H](C(C)(C)C)NC(OC)=O)=O)C(N[C@H](C(C(=O)NC1CC1)=O)CCC(C)(F)F)=O